(6S,14S)-14-{4-[3-chloro-6-(4-chloro-1H-1,2,3-triazol-1-yl)-2-fluorophenyl]-6-oxo-1,6-dihydropyrimidin-1-yl}-2,8-diazatricyclo[13.3.1.02,6]nonadeca-1(19),15,17-triene-3,7-dione ClC=1C(=C(C(=CC1)N1N=NC(=C1)Cl)C=1N=CN(C(C1)=O)[C@H]1CCCCCNC([C@@H]2CCC(N2C=2C=CC=C1C2)=O)=O)F